BrC1=C(C=C(C=C1)Cl)OCCBr 1-bromo-2-(2-bromoethoxy)-4-chlorobenzene